[Na+].S(=O)(=O)([O-])SC[C@H](N)C(=O)[O-].[Na+] S-sulfocysteine sodium salt